O=C1C(=NC=CN1)C(F)(F)F 6-oxo-5-(trifluoromethyl)-1,6-dihydropyrazin